trans-2-octenoic acid ethyl ester C(C)OC(\C=C\CCCCC)=O